NC1=C(C=C(C=C1)C1=CC=C(C=C1)F)NC(C1=CC=C(C=C1)S(=O)(=O)C=1C=NC(=CC1)Cl)=O N-[2-amino-5-(4-fluorophenyl)phenyl]-4-[(6-chloro-3-pyridinyl)sulfonyl]benzamide